5-(((4-formyl-7-((2-methyl-[1,1'-biphenyl]-3-yl)methoxy)-2,3-dihydro-1H-inden-5-yl)oxy)methyl)nicotinonitrile C(=O)C1=C2CCCC2=C(C=C1OCC=1C=NC=C(C#N)C1)OCC=1C(=C(C=CC1)C1=CC=CC=C1)C